N-(4-((3S,5R)-3-amino-5-methylpiperidin-1-yl)pyridin-3-yl)-4'-(ethoxymethyl)-2,2',6,6'-Tetrafluoro-[1,1'-biphenyl]-3-carboxamide dihydrochloride Cl.Cl.N[C@@H]1CN(C[C@@H](C1)C)C1=C(C=NC=C1)NC(=O)C=1C(=C(C(=CC1)F)C1=C(C=C(C=C1F)COCC)F)F